8-(3-(3-(2H-tetrazol-5-yl)propoxy)-2-chlorophenyl)-9-(3-chlorobenzyl)-6-(1-methylcyclopropoxy)-9H-purine N=1NN=NC1CCCOC=1C(=C(C=CC1)C=1N(C2=NC=NC(=C2N1)OC1(CC1)C)CC1=CC(=CC=C1)Cl)Cl